COC1=CC=C(CN(C2=NC=CC=3N2C(=NC3)C3=CC=C(C=C3)[N+](=O)[O-])CC3=CC=C(C=C3)OC)C=C1 N,N-bis(4-methoxybenzyl)-3-(4-nitrophenyl)imidazo[1,5-c]pyrimidin-5-amine